Cl.C(N1N=CC(=C1)C=1C=CC(=C(C1)O)C=1N=NC(=CN1)NC1CC(NC(C1)(C)C)(C)C)([2H])([2H])[2H] 5-[1-(2H3)methyl-1H-pyrazol-4-yl]-2-{6-[(2,2,6,6-tetramethylpiperidin-4-yl)amino]-1,2,4-triazin-3-yl}phenol hydrochloride